ClC=1C=C(CC=2NC=C(N2)C2=CC(=C(C=C2)Cl)Cl)C=C(C1)Cl 2-(3,5-dichlorobenzyl)-4-(3,4-dichlorophenyl)imidazole